tert-butyl 6-(benzo[d]thiazol-6-yl)-3,4-dihydropyridine-1(2H)-carboxylate S1C=NC2=C1C=C(C=C2)C2=CCCCN2C(=O)OC(C)(C)C